CC(C)([Si](OC(CCCCCCCCSCSCCCCC)CCCCCCCCSCSCCCCC)(C1=CC=CC=C1)C1=CC=CC=C1)C 2,2-dimethyl-5-(8-(((pentylthio)methyl)thio)octyl)-3,3-diphenyl-4-oxa-14,16-dithia-3-silahenicosane